CC=1C(=NC(=NC1)NC1=CC(=C(C=C1)OC(F)(F)F)C(F)(F)F)NC=1C=CC2=C(NC(O2)=O)C1 5-[5-Methyl-2-(4-trifluoromethoxy-3-trifluoromethyl-phenylamino)-pyrimidin-4-ylamino]-3H-benzooxazol-2-one